OC1=CC(=C(C=C1)C1=CC=2C=NC(=CC2N1C)NC(=O)C1CC1)C N-[2-(4-hydroxy-2-methylphenyl)-1-methylpyrrolo[3,2-c]pyridin-6-yl]cyclopropanecarboxamide